C(=CCCCCCCCCCC)[SiH](OC)OC dodecenyl-dimethoxysilane